1-(4-[1-(2,3-dimethylphenyl)ethyl]-1H-imidazol-1-yl)-2-methylprop-2-en-1-one CC1=C(C=CC=C1C)C(C)C=1N=CN(C1)C(C(=C)C)=O